(2,5-dibromopyridin-3-yl)methanol BrC1=NC=C(C=C1CO)Br